OC1CC2CC[C@H]3[C@@H]4CCC[C@@]4(C)CC[C@@H]3[C@]2(CC1)C 3-hydroxy-androstan